C(C(=O)[O-])(=O)[O-] trans-oxalate